BrC1=C2CN(C(C2=CC=C1COC1=C(C(=CC=C1C=1N=C(SC1)N1CCOCC1)F)F)=O)C1C(NC(CC1)=O)=O 3-(4-bromo-5-((2,3-difluoro-6-(2-morpholinothiazol-4-yl)phenoxy)methyl)-1-oxoisoindolin-2-yl)piperidine-2,6-dione